8-cyclobutyl-3-((3-(4-(2-(methylsulfonyl)phenoxy)-3-(trifluoromethyl)phenyl)-1,2,4-oxadiazol-5-yl)methyl)-1-(2-(tetrahydro-2H-pyran-4-yl)ethyl)-1,3,8-triazaspiro[4.5]decane-2,4-dione C1(CCC1)N1CCC2(C(N(C(N2CCC2CCOCC2)=O)CC2=NC(=NO2)C2=CC(=C(C=C2)OC2=C(C=CC=C2)S(=O)(=O)C)C(F)(F)F)=O)CC1